BrC=1C=C(C(=C(C=NC(C(=O)O)CC2=CC=C(C=C2)O)C1)OC(C(C)C)=O)OC(C(C)C)=O 2-(5-bromo-2,3-bis(isobutyryloxy)benzylidene-amino)-3-(4-hydroxy-phenyl)propanoic acid